dimethyl-(2-methylbutan-3-yn-2-yl)amine hydrochloride Cl.CN(C(C)(C#C)C)C